1-(2,2,2-trifluoroethyl)piperazin-2-one FC(CN1C(CNCC1)=O)(F)F